C1(=C(C=CC=C1)/C=C/C(=O)C1=C(C(=C(C=C1)OC)OC)OC)C (E)-3-(o-tolyl)-1-(2,3,4-trimethoxyphenyl)prop-2-en-1-one